C(C(C)(C)C)#N Pivalonitril